1-(3-((7-methoxy-4-((2-((1-methylpyrrolidin-3-yl)oxy)-5-(thiophen-2-yl)phenyl)amino)quinazolin-6-yl)oxy)azetidin-1-yl)prop-2-en-1-one COC1=C(C=C2C(=NC=NC2=C1)NC1=C(C=CC(=C1)C=1SC=CC1)OC1CN(CC1)C)OC1CN(C1)C(C=C)=O